7-(5-(5-((1S,2R)-2-(2-hydroxypropan-2-yl)cyclopropyl)-1,3,4-thiadiazol-2-yl)-4-(oxetan-3-ylamino)pyridin-2-yl)pyrrolo[1,2-b]pyridazine-3-carbonitrile OC(C)(C)[C@H]1[C@H](C1)C1=NN=C(S1)C=1C(=CC(=NC1)C1=CC=C2N1N=CC(=C2)C#N)NC2COC2